4-(3-methylnonadecan-3-yl)oxazol-2(3H)-one CC(CC)(CCCCCCCCCCCCCCCC)C=1NC(OC1)=O